(2R,3R,4R,5S)-1-{[3-({[3-(5,6-dihydro-1,4-dioxin-2-yl)-5-methylphenyl]amino}methyl)phenyl]methyl}-2-(hydroxymethyl)piperidine-3,4,5-triol O1C(=COCC1)C=1C=C(C=C(C1)C)NCC=1C=C(C=CC1)CN1[C@@H]([C@H]([C@@H]([C@H](C1)O)O)O)CO